4-(3-(4-(Difluoromethoxy)phenyl)-1,2,4-oxadiazol-5-yl)-N-(3-(4-(pyridin-2-ylmethyl)piperidin-1-yl)propyl)piperazine-1-carboxamide FC(OC1=CC=C(C=C1)C1=NOC(=N1)N1CCN(CC1)C(=O)NCCCN1CCC(CC1)CC1=NC=CC=C1)F